3-[2-(ethoxymethoxy)-6-methyl-4-(trifluoromethyl)phenyl]-5-methyl-8-[(3R)-1-methylpiperidin-3-yl]-5,6,7,8-tetrahydropyrazino[2,3-c]pyridazine C(C)OCOC1=C(C(=CC(=C1)C(F)(F)F)C)C1=CC2=C(N=N1)N(CCN2C)[C@H]2CN(CCC2)C